2-(2,5-dibromophenoxy)-1-(4-(trifluoromethyl)phenyl)ethan-1-ol methyl-3,4-difluoro-2-methylbenzoate CC=1C(=C(C(=C(C(=O)OC(COC2=C(C=CC(=C2)Br)Br)C2=CC=C(C=C2)C(F)(F)F)C1)C)F)F